4-[(2,6-difluorophenyl)methyl]-2-(3-fluoro-4-{[5-(hydroxymethyl)-1,3-thiazol-4-yl]oxy}phenyl)-1,2,4-triazol-3-one FC1=C(C(=CC=C1)F)CN1C(N(N=C1)C1=CC(=C(C=C1)OC=1N=CSC1CO)F)=O